(S)-1-chloro-3-(2-chloro-4-((3-chloro-4-((R)-2-hydroxy-3-methoxypropoxy)phenyl)sulfonyl)phenoxy)propan-2-ol ClC[C@H](COC1=C(C=C(C=C1)S(=O)(=O)C1=CC(=C(C=C1)OC[C@@H](COC)O)Cl)Cl)O